C(C)C=1N=C2N(C=C(C=C2)N2CCNCC2)C1N(C)C=1SC=C(N1)C1=CC=C(C=C1)F (2-Ethyl-6-piperazin-1-yl-imidazo[1,2-a]pyridin-3-yl)-[4-(4-fluoro-phenyl)-thiazol-2-yl]-methyl-amine